N-(2-hydroxy-3-(piperidin-1-yl)propoxy)-4-(pyridin-3-yl)piperidine OC(CON1CCC(CC1)C=1C=NC=CC1)CN1CCCCC1